CC1=NC=CC2=C(C=CC=C12)C(C(=O)OC(C)(C)C)N1CC(C1)OCCCCCC1=NC=2NCCCC2C=C1 tert-butyl 2-(1-methylisoquinolin-5-yl)-2-(3-((5-(5,6,7,8-tetrahydro-1,8-naphthyridin-2-yl)pentyl)oxy)azetidin-1-yl)acetate